Cl.N1CCC(CC1)OC1=NC2=CC=CC=C2C=C1 (piperidin-4-yloxy)quinoline hydrochloride